CN[C@H]1CCOC2=CC=CC=C12 (S)-N-methylchroman-4-amine